CC1=CC(=NC(=C1C)NC)C=1C=C2CN(C(C2=CC1)=O)C1C(NC(CC1)=O)=O 3-(5-(4,5-Dimethyl-6-(methylamino)pyridin-2-yl)-1-oxoisoindolin-2-yl)piperidine-2,6-dione